BrC1=CC2=NC=C3C(=C2S1)N=C(N3C(=O)OC(C)(C)C)CCCC tert-butyl 7-bromo-2-butyl-3H-imidazo[4,5-d]thieno[3,2-b]pyridine-3-carboxylate